7-bromo-6-fluoro-2-methyl-indazol-5-amine BrC1=C(C(=CC2=CN(N=C12)C)N)F